4-(4-amino-3-nitrophenyl)-4-oxobutanoic acid NC1=C(C=C(C=C1)C(CCC(=O)O)=O)[N+](=O)[O-]